1-(5-bromo-pyridin-2-yl)-3-(2-thiophen-2-yl-ethyl)-thiourea BrC=1C=CC(=NC1)NC(=S)NCCC=1SC=CC1